N[C@@H]1[C@@H](OCC12CCN(CC2)C=2N(C(C1=C(N2)NN=C1C#CC1(CC1)O)=O)C)C 6-((3S,4S)-4-amino-3-methyl-2-oxa-8-azaspiro[4.5]decan-8-yl)-3-((1-hydroxycyclopropyl)ethynyl)-5-methyl-1,5-dihydro-4H-pyrazolo[3,4-d]pyrimidin-4-one